morpholinopyrazolo[1,5-a]pyridine O1CCN(CC1)C1=NN2C(C=CC=C2)=C1